(e)-4-methoxy-4-oxo-but-2-enoic acid COC(/C=C/C(=O)O)=O